(2R)-N-(4-(tert-butyl)phenyl)-N-(2-(3-methyl-4-oxoimidazolidin-1-yl)-2-oxo-1-(pyridin-3-yl)ethyl)pyrrolidine-2-carboxamide C(C)(C)(C)C1=CC=C(C=C1)N(C(=O)[C@@H]1NCCC1)C(C(=O)N1CN(C(C1)=O)C)C=1C=NC=CC1